COC1=C(C=CC(=C1)C=1C=NNC1)C1=CC=C(N=N1)N(C1C[C@H]2CC[C@@H](C1)N2C(=O)OC(C)(C)C)C tert-butyl (1R,3S,5S)-3-((6-(2-methoxy-4-(1H-pyrazol-4-yl)phenyl)pyridazin-3-yl)(methyl)amino)-8-azabicyclo[3.2.1]octane-8-carboxylate